1-ethyl-3-methyl-4-piperidone C(C)N1CC(C(CC1)=O)C